(S)-6-acetylamino-2-[(S)-2-(3-{2-[2-(2-amino-ethoxy)-ethoxy]-ethoxy}-propionylamino)-6-tert-butoxycarbonyl-aminohexanoylamino]-hexanoic acid tert-butyl ester C(C)(C)(C)OC([C@H](CCCCNC(C)=O)NC([C@H](CCCC(C(=O)OC(C)(C)C)N)NC(CCOCCOCCOCCN)=O)=O)=O